2-methyl-3,9-diazaspiro[5.5]undecane-3-carboxylic acid tert-butyl ester C(C)(C)(C)OC(=O)N1C(CC2(CC1)CCNCC2)C